(S)-N-(1-cyanoethyl)-4-(5-methyl-2-((1-(1-methylpiperidin-4-yl)-1H-pyrazol-4-yl)amino)pyrimidin-4-yl)benzamide C(#N)[C@H](C)NC(C1=CC=C(C=C1)C1=NC(=NC=C1C)NC=1C=NN(C1)C1CCN(CC1)C)=O